CC(CCCC=1C=C2C=CC(=CC2=CC1)C(=O)O)C 6-(4-methylpentyl)naphthalene-2-carboxylic acid